methyl (((6-hydroxy-5-methyl-4-pentyl-[1,1'-biphenyl]-2-yl)oxy)methyl)(4-nitrophenyl)carbamate OC1=C(C(=CC(=C1C1=CC=CC=C1)OCN(C(OC)=O)C1=CC=C(C=C1)[N+](=O)[O-])CCCCC)C